BrC1=CC=C(C=C1)CNC(=O)C1=CC=C(C=C1)C1=CC=C(C=C1)C1=N[C@H](C=2N(C3=C1C(=C(S3)C)C)C(=NN2)C)CC(=O)OC methyl [(6S)-4-(4'-{[(4-bromophenyl)methyl]carbamoyl}[1,1'-biphenyl]-4-yl)-2,3,9-trimethyl-6H-thieno[3,2-f][1,2,4]triazolo[4,3-a][1,4]diazepin-6-yl]acetate